C(C)(C)(C)C1CCN(CC1)C(C(=O)NCC=1C=C2C=C(C(=NC2=CC1)C)C1C(NC(CC1)=O)=O)=O 2-(4-(Tert-butyl)piperidin-1-yl)-N-((3-(2,6-dioxopiperidin-3-yl)-2-methylquinolin-6-yl)methyl)-2-oxoacetamide